ClC=1C=C(C=C(C1SC1=NN(C(C(=C1)C(C)C)=O)C)Cl)N(C(OC(C)(C)C)=O)CC1=NOC(N1)=O tert-butyl (3,5-dichloro-4-((5-isopropyl-1-methyl-6-oxo-1,6-dihydropyridazin-3-yl)thio)phenyl)((5-oxo-4,5-dihydro-1,2,4-oxadiazol-3-yl)methyl)carbamate